palladium-nickel hydroxide [Ni](O)O.[Pd]